2-hydrazino-6-[(4-methylphenyl)amino]pyrimidine-4-carbonitrile N(N)C1=NC(=CC(=N1)C#N)NC1=CC=C(C=C1)C